CN1N=CC(=C1)N1N=CC2=CC=C(C=C12)OC1C=2C=CC(=CC2CCC1)C#N 5-((1-(1-Methyl-1H-pyrazol-4-yl)-1H-indazol-6-yl)oxy)-5,6,7,8-tetrahydronaphthalene-2-carbonitrile